FC(C(C(F)(F)F)(F)F)(OC1=C(C=C(C(=C1)F)OC(C(C(F)(F)F)(F)F)(F)F)F)F 1,4-bis(perfluoropropoxy)-2,5-difluorobenzene